FC(C(=O)O)(F)F.FC(C(=O)O)(F)F.NC1=CC=C(C(=N1)C)CNC([C@H](C)NC(=O)[C@@H]1NC[C@H](C1)CC1=CC(=CC=C1)C(=O)N1CCC1)=O (2R,4S)-N-((S)-1-(((6-amino-2-methylpyridin-3-yl)methyl)amino)-1-oxopropan-2-yl)-4-(3-(azetidine-1-carbonyl)benzyl)pyrrolidine-2-carboxamide di-trifluoroacetate